calcium bicyclo[2.2.1]heptane-2,3-dicarboxylic acid salt C12C(C(C(CC1)C2)C(=O)[O-])C(=O)[O-].[Ca+2]